5-((7-Fluoro-2,3-dihydrobenzo[b][1,4]dioxin-5-yl)amino)-N-(3-hydroxyazepin-1-yl)-7-(methylamino)pyrazolo[1,5-a]pyrimidine-3-carboxamide FC=1C=C(C2=C(OCCO2)C1)NC1=NC=2N(C(=C1)NC)N=CC2C(=O)NN2C=C(C=CC=C2)O